C(CCCCCCCCCCCCCCCCCCCCCCCCCCCCCCCCCCCCCCC)S tetracontanethiol